2-(2-Aminopyridin-4-yl)-3-(2,4-difluorophenyl)-5-methyl-1,5,6,7-tetrahydro-4H-pyrrolo[3,2-c]-pyridin-4-one NC1=NC=CC(=C1)C1=C(C=2C(N(CCC2N1)C)=O)C1=C(C=C(C=C1)F)F